NC1=C(C2=C(S1)CCC(C2)C2=NC(=NO2)C2=CC=C(C=C2)C=2N(C=C(N2)C(F)(F)F)C)C#N 2-amino-5-(3-(4-(1-methyl-4-(trifluoromethyl)-1H-imidazol-2-yl)phenyl)-1,2,4-oxadiazol-5-yl)-4,5,6,7-tetrahydrobenzo[b]thiophene-3-carbonitrile